tert-butyl (S)-3,3-difluoro-4-((3-(((R)-1-(4-((1-((4-hydroxypiperidin-4-yl)methyl)piperidin-4-yl)ethynyl)naphthalen-1-yl)ethyl)carbamoyl)-4-methylphenyl)amino)pyrrolidine-1-carboxylate FC1(CN(C[C@@H]1NC1=CC(=C(C=C1)C)C(N[C@H](C)C1=CC=C(C2=CC=CC=C12)C#CC1CCN(CC1)CC1(CCNCC1)O)=O)C(=O)OC(C)(C)C)F